ClC=1C(=C(C=2N(N1)C(C=C(N2)COC)=O)C)C 7-chloro-2-(methoxymethyl)-8,9-dimethyl-4H-pyrimido[1,2-b]Pyridazin-4-one